C(C)OC1=CC=C(OC2=C(C=CC=C2)[N+](=O)[O-])C=C1 1-(4-ethoxyphenoxy)-2-nitrobenzene